FC=1C=NC(=NC1)NNC(C1=C(C=C(C=C1)/C(=C/C(C(F)(F)F)C1=CC(=C(C(=C1)Cl)Cl)Cl)/F)C(F)(F)F)=O (Z)-N'-(5-fluoropyrimidin-2-yl)-4-(1,4,4,4-tetrafluoro-3-(3,4,5-trichlorophenyl)but-1-en-1-yl)-2-(trifluoromethyl)benzoyl-hydrazine